C[Si]1(C(=C(C(=C1Br)C1=CC=CC=C1)C1=CC=CC=C1)Br)C 1,1-dimethyl-2,5-dibromo-3,4-diphenylsilol